O1C(=CC=C1C(=O)OC)C(=O)OC Dimethyl 2,5-furandicarboxylate